C(C)(C)(C)OC(=O)N1C[C@@H](CCC1)NCC(=O)NCC1=C(C(=CC=C1)Cl)F (R)-3-((2-((3-chloro-2-fluorophenylmethyl)amino)-2-oxoethyl)amino)piperidine-1-carboxylic acid tert-butyl ester